COC1=CC=C(C=C1)C1=CC=[NH+]C=C1 4-(4-methoxyphenyl)pyridin-1-ium